4-(5-(Trimethylsilyl)pent-2,4-diyn-1-yl)morpholine C[Si](C#CC#CCN1CCOCC1)(C)C